FC(C1=C(C=CC=C1)[C@H](C)O)(F)F (S)-1-(2-trifluoromethyl-phenyl)ethanol